ClC(=CCl)Cl 1,1,2-trichloro-ethene